4-(5-(2,4-Dichlorophenyl)-4-(ethoxycarbonyl)-1,1-dioxido-5,6-dihydro-2H-1,2,6-thiadiazin-2-yl)butanoic acid ClC1=C(C=CC(=C1)Cl)C1C(=CN(S(N1)(=O)=O)CCCC(=O)O)C(=O)OCC